C1(=CC=CC=C1)C1OC2=C(C1)C=CC(=C2)N 2-phenyl-2,3-dihydro-1-benzofuran-6-amine